(R)-3-aminoazepan-1-carboxylic acid tert-butyl ester C(C)(C)(C)OC(=O)N1C[C@@H](CCCC1)N